ethylenebis(mercaptoacetate) C(CC(C(=O)[O-])S)C(C(=O)[O-])S